N-(1-(2,5-dichloropyrimidin-4-yl)-1H-indol-3-yl)methanesulfonamide ClC1=NC=C(C(=N1)N1C=C(C2=CC=CC=C12)NS(=O)(=O)C)Cl